CC1=CC(=NN1)NC=1N=C(C2=C(N1)OCCC2)NC2CC1CCC(C2)N1CCC#N 3-((3-exo)-3-((2-((5-methyl-1H-pyrazol-3-yl)amino)-6,7-dihydro-5H-pyrano[2,3-d]pyrimidin-4-yl)amino)-8-azabicyclo[3.2.1]octan-8-yl)propionitrile